1-(1-acetylpiperidin-4-yl)-4-chloro-N-(5-((3-fluorophenyl)ethynyl)-3-methylpyridin-2-yl)-1H-pyrazole-5-carboxamide C(C)(=O)N1CCC(CC1)N1N=CC(=C1C(=O)NC1=NC=C(C=C1C)C#CC1=CC(=CC=C1)F)Cl